2-(methylpropyl)-4,5-dihydro-1,3-oxazine CC(CC)C=1OCCCN1